bis(6-tert-butyl-4-phenylpyrimidine) iridium (iii) [Ir+3].C(C)(C)(C)C1=CC(=NC=N1)C1=CC=CC=C1.C(C)(C)(C)C1=CC(=NC=N1)C1=CC=CC=C1